F[C@H]1C[C@H](N2N=C(N=C21)N2N=CC=C2)C2=CC=CC=C2 (5S,7S)-7-fluoro-5-phenyl-2-(1H-pyrazol-1-yl)-6,7-dihydro-5H-pyrrolo[1,2-b][1,2,4]triazole